C1(=CC=CC=C1)S(=O)(=N)CP(OCC)(OCC)=O diethyl (phenylsulfonimidoylmethyl)phosphonate